racemic-5-((7-((4-(S-methylsulfonimidoyl)phenyl)amino)-2,6-naphthyridin-1-yl)ethynyl)benzo[d]oxazol-2(3H)-one C[S@](=O)(=N)C1=CC=C(C=C1)NC1=NC=C2C=CN=C(C2=C1)C#CC=1C=CC2=C(NC(O2)=O)C1 |r|